COC=1C=C(C=CC1)C#CC#N 3-(3-methoxyphenyl)propynonitrile